2-(6-chloro-8-(difluoromethoxy)imidazo[1,2-a]pyridin-2-yl)-N-(3-cyclopropyl-2H-pyrazol-5-yl)propanamide ClC=1C=C(C=2N(C1)C=C(N2)C(C(=O)NC=2C=C(NN2)C2CC2)C)OC(F)F